methyl-N-(6-(oxazol-5-yl)isoquinolin-3-yl)-[1,4'-bipiperidine]-4-carboxamide CC1N(CCC(C1)C(=O)NC=1N=CC2=CC=C(C=C2C1)C1=CN=CO1)C1CCNCC1